COC(C1=CC(=C(C=C1)C)N1CC2=C(N=C(N=C2)N)CC1)=O 3-(2-amino-7,8-dihydropyrido[4,3-d]pyrimidin-6(5H)-yl)-4-methylbenzoic acid methyl ester